C(C)(C)(C)OC(=O)NCCCN1C=[N+](C=C1)C 1-(3-((tert-butoxycarbonyl)amino)propyl)-3-methyl-1H-imidazol-3-ium